14-(eicosa-13-enoyloxy)-tetradecanoic acid C(CCCCCCCCCCCC=CCCCCCC)(=O)OCCCCCCCCCCCCCC(=O)O